4-[4-(4-methylpyridin-2-yl)-4-cyanocyclohexyl]-1,4-diazepan-1-carboxylic acid ethyl ester C(C)OC(=O)N1CCN(CCC1)C1CCC(CC1)(C#N)C1=NC=CC(=C1)C